CC1=NC(=CC(=C1)CNC(C1=CN=CC(=C1N1CC2(CCN2)CC1)C1=CC(=C(C(=C1)F)F)F)=O)C N-[(2,6-dimethyl-4-pyridyl)methyl]-4-(1,6-diaza-6-spiro[3.4]octyl)-5-(3,4,5-trifluorophenyl)nicotinamide